FC1=C(C=CC=C1)C1=CC(=NC2=C(N=CC=C12)C1=CC=NN1)N1[C@@H](COCC1)C 4-(2-fluorophenyl)-2-[(3R)-3-methylmorpholin-4-yl]-8-(1H-pyrazol-5-yl)-1,7-naphthyridine